4-isobutyrylphenethyl acetate C(C)(=O)OCCC1=CC=C(C=C1)C(C(C)C)=O